(S)-1-(4-((3-((3-(3,4-dihydroisoquinolin-2(1H)-yl)-2-hydroxypropyl)amino)-5-phenyl-1H-indazol-7-yl)amino)piperidin-1-yl)ethan-1-one C1N(CCC2=CC=CC=C12)C[C@H](CNC1=NNC2=C(C=C(C=C12)C1=CC=CC=C1)NC1CCN(CC1)C(C)=O)O